bromo(phenyl-d5-methyl)magnesium Br[Mg]CC1=C(C(=C(C(=C1[2H])[2H])[2H])[2H])[2H]